CC(C(S(=O)(=O)O)(NCCO)C)(C)O dimethyl-2-hydroxyethylamino-2-hydroxypropanesulfonic acid